[Si](C)(C)(C(C)(C)C)OC1CCN(CC1)C=1C(=CC2=CN(N=C2C1)C1CCC(CC1)CO)N1C(C=CC=C1C(F)(F)F)C(=O)N 1-N-[6-[4-[tert-butyl(dimethyl)silyl]oxy-1-piperidyl]-2-[4-(hydroxymethyl)cyclohexyl]indazol-5-yl]-6-(trifluoromethyl)pyridine-2-carboxamide